9-(tert-Butoxycarbonyl)-14-(3-((tert-butoxycarbonyl)amino)propyl)-2,2,15-trimethyl-4-oxo-3-oxa-5,9,14-triazahexadecan-16-oic acid C(C)(C)(C)OC(=O)N(CCCNC(OC(C)(C)C)=O)CCCCN(C(C(=O)O)C)CCCNC(=O)OC(C)(C)C